6-(3-((benzyloxy)methyl)-4-ethyl-5-oxo-4,5-dihydro-1H-1,2,4-triazol-1-yl)-2-(2-chloro-6-fluorophenyl)-4-(prop-1-en-2-yl)isoquinolin-1(2H)-one C(C1=CC=CC=C1)OCC1=NN(C(N1CC)=O)C=1C=C2C(=CN(C(C2=CC1)=O)C1=C(C=CC=C1F)Cl)C(=C)C